tert-butyl N-{1-[7-({8-fluoro-2-methylimidazo[1,2-a]pyridin-6-yl}carbamoyl)-2-methylindazol-4-yl]piperidin-4-yl}carbamate FC=1C=2N(C=C(C1)NC(=O)C1=CC=C(C3=CN(N=C13)C)N1CCC(CC1)NC(OC(C)(C)C)=O)C=C(N2)C